NC=1C=C(C(=C2CCC(C(C12)=O)CO)C)F 8-amino-6-fluoro-2-(hydroxymethyl)-5-methyl-3,4-dihydronaphthalen-1(2H)-one